OCC1CC2C(C(=NO2)C=2C=NC(=C(C(=O)N)C2)OC)C1 5-(5-(hydroxymethyl)-3a,5,6,6a-tetrahydro-4H-cyclopenta[d]isoxazol-3-yl)-2-methoxy-nicotinamide